2,3-di(1H-pyrrole-2-yl)naphthalene N1C(=CC=C1)C1=CC2=CC=CC=C2C=C1C=1NC=CC1